CC(C)(C)C1=CC=C(C=C1)NC2=CC=C(C=C2)C(C)(C)C 4,4'-di-tert-butyl-diphenylamine